CN1C2(CC2)CC(=CC1)C1=NC=2N(C=C1)C=C(N2)C2=NC=C(C=C2O)N2N=CC=N2 2-(7-(4-methyl-4-azaspiro[2.5]oct-6-en-7-yl)imidazo[1,2-a]pyrimidin-2-yl)-5-(2H-1,2,3-triazol-2-yl)pyridin-3-ol